FC1=C(C(=O)OC)C=C(C(=C1)C)C=1C=C(C=2N(C1)N=C(N2)I)N2CCOCC2 methyl 2-fluoro-5-[2-iodo-8-(morpholin-4-yl)-[1,2,4]triazolo[1,5-a]pyridin-6-yl]-4-methylbenzoate